6-Cyclohexyl-N-[(2-oxo-1H-pyridin-3-yl)sulfonyl]-2-(2,4,6-trimethylphenoxy)pyridin-3-carboxamid C1(CCCCC1)C1=CC=C(C(=N1)OC1=C(C=C(C=C1C)C)C)C(=O)NS(=O)(=O)C=1C(NC=CC1)=O